C1N(CC12CCC2)CCCOC2=CC=1N(C=C2)C(=CN1)C1=CC(=C(C(=O)NC2CC2)C(=C1)OC)OC(F)F 4-[7-[3-(2-azaspiro[3.3]heptan-2-yl)propoxy]imidazo[1,2-a]pyridin-3-yl]-N-cyclopropyl-2-(difluoromethoxy)-6-methoxy-benzamide